FC(OC1=C(C=CC(=C1)C=1C=NN(C1)C)NC=1N=CC2=C(N1)C(=NC=C2)NCC(C)(C)OC)F N2-(2-(difluoromethoxy)-4-(1-methyl-1H-pyrazol-4-yl)phenyl)-N8-(2-methoxy-2-methylpropyl)pyrido[3,4-d]pyrimidine-2,8-diamine